Diphenyl(2,4,6-trimethyl-benzoyl)phosphin oxid C1(=CC=CC=C1)P(C(C1=C(C=C(C=C1C)C)C)=O)(C1=CC=CC=C1)=O